1-((7-((R)-3-cyclohexyl-2-methylpropanoyl)-10-hydroxy-7-azaspiro[4.5]decan-10-yl)methyl)-4-(dimethylamino)-N,N-dimethyl-6-oxo-1,6-dihydropyridine-3-carboxamide C1(CCCCC1)C[C@H](C(=O)N1CC2(CCCC2)C(CC1)(O)CN1C=C(C(=CC1=O)N(C)C)C(=O)N(C)C)C